CN1C(=C(C2=CC=CC=C12)CC1=CC=C(N(C)C)C=C1)C 4-((1,2-dimethyl-1H-indol-3-yl)methyl)-N,N-dimethylaniline